ClC1=NC(=CC(=C1)C(C(F)(F)F)C)C 2-chloro-6-methyl-4-(2,2,2-trifluoro-1-methyl-ethyl)pyridine